BrC1=C(C=NC2=CC=C(C=C12)Cl)N1CCN(CC1)C(=O)OC(C)(C)C tert-butyl 4-(4-bromo-6-chloro-3-quinolyl)piperazine-1-carboxylate